xenon dichloride [Xe](Cl)Cl